C(C)(=O)C(C(C)=O)(C(C)=O)C(C)=O.[Al] Aluminum Trisacetylacetone